2-oxo-2,3-dihydro-1H-pyrrolo[2,3-b]pyridine-5-carbonitrile O=C1CC=2C(=NC=C(C2)C#N)N1